2-(1-azaphenyl)ethanol N1(CC=CC=C1)CCO